N=1N(N=CC1)C=1C(=NC=CN1)C(C)NC1=NC=NC2=C(C=C(C=C12)C(F)(F)F)C(F)(F)F N-[1-[3-(triazol-2-yl)pyrazin-2-yl]ethyl]-6,8-bis(trifluoromethyl)quinazolin-4-amine